C12(CC3CC(CC(C1)C3)C2)C2=CC=C(OC3=C(C=C(N)C=C3)F)C=C2 4-(4-((3r,5r,7r)-Adamantan-1-yl)phenoxy)-3-fluoroanilin